C(C)OC(=O)C1=CN(C2=NC(=CC(=C2C1=O)C)Cl)C=1SC=C(N1)C1=NC=CC=C1 7-chloro-5-methyl-4-oxo-1-[4-(pyridin-2-yl)-1,3-thiazol-2-yl]-1,4-dihydro-1,8-naphthyridine-3-carboxylic acid ethyl ester